(S)-3-naphthylbutanal C1(=CC=CC2=CC=CC=C12)[C@H](CC=O)C